[Si](C)(C)(C(C)(C)C)OC1CC(C1)OC=1C=C(C#N)C=CC1 3-((1S,3S)-3-((tert-butyldimethylsilyl)oxy)cyclobutoxy)benzonitrile